N-(4-ethoxyphenyl)benzamide C(C)OC1=CC=C(C=C1)NC(C1=CC=CC=C1)=O